N(=C=O)CCCCCCN 6-isocyanatohexylamine